2-[3-[2-[2-(2-aminoethoxy)ethoxy]ethyl]triazol-4-yl]ethoxyl-2-(2,6-dioxo-3-piperidyl)isoindoline-1,3-dione NCCOCCOCCN1N=NC=C1CCOC1=C2C(N(C(C2=CC=C1)=O)C1C(NC(CC1)=O)=O)=O